N-(5-cyclopropyl-1H-pyrazol-3-yl)-2-(6-(6-((6-methoxypyridin-3-yl)methyl)-3,6-diazabicyclo[3.1.1]heptan-3-yl)pyridin-3-yl)thieno[2,3-d]pyrimidin-4-amine C1(CC1)C1=CC(=NN1)NC=1C2=C(N=C(N1)C=1C=NC(=CC1)N1CC3N(C(C1)C3)CC=3C=NC(=CC3)OC)SC=C2